CC(=O)OC1=CC2=C(S1)CC[NH+](C2)[C@H](C3=CC=CC=C3F)C(=O)C4CC4 The molecule is an organic cation resulting from the protonation of the amino group of (R)-prasugrel. It is an ammonium ion derivative and an organic cation. It is a conjugate acid of a (R)-prasugrel. It is an enantiomer of a (S)-prasugrel(1+).